S(=O)(=O)(O)O.C1([C@H](O)[C@@H](O)[C@H](O)[C@H](O1)CO)N N-glucosyl-amine sulfate